5-bromo-6-fluoro-1-methyl-1H-1,3-benzodiazol BrC1=CC2=C(N(C=N2)C)C=C1F